BrC1=CC(=C(C=C1Cl)NC(=O)C1=C(N=CN1)C)F N-(4-bromo-5-chloro-2-fluorophenyl)-4-methyl-1H-imidazole-5-carboxamide